tert-Butyl 3,4,5,5a,7,11b-hexahydroisochromeno[4,3-c]azepine-2(1H)-carboxylate C1N(CCCC2C1C=1C=CC=CC1CO2)C(=O)OC(C)(C)C